OC[C@H]1N(C2=CC=C(C=C2C1)C(F)(F)F)C(=O)OC(C)(C)C (S)-tert-butyl 2-(hydroxymethyl)-5-(trifluoromethyl)indoline-1-carboxylate